5-((5-(2-((1R,2R)-2-aminocyclobutoxy)-6-methoxyphenyl)-1H-pyrazol-3-yl)amino)pyrazine-2-carbonitrile N[C@H]1[C@@H](CC1)OC1=C(C(=CC=C1)OC)C1=CC(=NN1)NC=1N=CC(=NC1)C#N